C(C)(=O)C=1C(=C(C(=C(C1)Cl)C#N)C1CN(C1)C(=O)OC(C)(C)C)OC tert-Butyl 3-(3-acetyl-5-chloro-6-cyano-2-methoxyphenyl)azetidine-1-carboxylate